The molecule is a glycosyloxyflavone that consists of kaempferol attached to a 2-E-p-coumaroyl-alpha-L-rhamnopyranosyl moiety at position 7 via a glycosidic linkage. Isolated from the flowers and fruits of Tetrapanax papyriferus, it exhibits antineoplastic activity. It has a role as a metabolite and an antineoplastic agent. It is a cinnamate ester, a monosaccharide derivative and a glycosyloxyflavone. It derives from a trans-4-coumaric acid. C[C@H]1[C@@H]([C@H]([C@H]([C@@H](O1)OC2=CC(=C3C(=C2)OC(=C(C3=O)O)C4=CC=C(C=C4)O)O)OC(=O)/C=C/C5=CC=C(C=C5)O)O)O